4-((5-bromo-2,3-dihydrobenzofuran-2-yl)methyl)morpholine BrC=1C=CC2=C(CC(O2)CN2CCOCC2)C1